S-((6-methyl-4-oxo-3,4-dihydroquinazolin-2-yl)methyl) ethanethioate C(C)(SCC1=NC2=CC=C(C=C2C(N1)=O)C)=O